C1(CC12CCC2)C(=O)N spiro[2.3]hexane-1-carboxamide